Cl.N1C=NC(=C1)C1=CC=C(C=C1)N(C(\C=C\C1=CC(=C(C=C1)O)OC)=O)CC1=CC(=CC=C1)Cl (E)-N-(4-(1H-imidazol-4-yl)phenyl)-N-(3-chlorobenzyl)-3-(4-hydroxy-3-methoxyphenyl)acrylamide hydrochloride